C(C1=CC=CC=C1)N1N=C2C(N(CCC2=C1Cl)[C@@H]1C(N(C2=C(OC1)C=C1C(=C2)OC(=N1)C(C)(C)C)C)=O)=O (S)-7-(2-benzyl-3-chloro-7-oxo-2,4,5,7-tetrahydro-6H-pyrazolo[3,4-c]pyridin-6-yl)-2-(tert-butyl)-9-methyl-6,7-dihydrooxazolo[5',4':4,5]benzo[1,2-b][1,4]oxazepin-8(9H)-one